ClC1=CC=C(C=2OC3=C(C21)C=CC=C3)C3=C2C=CC=CC2=C(C2=CC=CC=C32)C3=NC(=NC(=N3)C3=CC=CC=C3)C3=CC=CC=C3 2-(10-(1-chlorodibenzofuran-4-yl)anthracene-9-yl)-4,6-diphenyl-1,3,5-triazine